(4,4-difluoro-1-piperidyl)[1-[2-(1H-pyrazol-4-yl)-4-pyridyl]pyrrolo[2,3-b]pyridin-5-yl]methanone FC1(CCN(CC1)C(=O)C=1C=C2C(=NC1)N(C=C2)C2=CC(=NC=C2)C=2C=NNC2)F